BrC1=C(N)C=C(C=C1)OC 2-bromo-5-methoxy-aniline